O1CCC(=CC1)C1=CC=C(C=C1)C(C)=O 1-(4-(3,6-dihydro-2H-pyran-4-yl)phenyl)ethan-1-one